7,10,13,16,19,22,25,28,31,34,37,40,43,46,49,52,55,58,61,64,67,70,73,76-tetracosaoxa-2,4-diazanonaheptacontan-79-oic acid CNCNCCOCCOCCOCCOCCOCCOCCOCCOCCOCCOCCOCCOCCOCCOCCOCCOCCOCCOCCOCCOCCOCCOCCOCCOCCC(=O)O